[OH-].C1(=CC=CC=C1)[PH+](C1=CC=CC=C1)C1=CC=CC=C1 Triphenylphosphonium Hydroxide